C(C1=CC=CC=C1)OCC(CO[Si](C(C)(C)C)(C)C)OCCOCCO[Si](C(C)(C)C)(C)C 6-((benzyloxy)methyl)-2,2,3,3,14,14,15,15-octamethyl-4,7,10,13-tetraoxa-3,14-disilahexadecane